4-fluoro-N-{[6-fluoro-5-(propan-2-yl)pyridin-2-yl](phenyl)methyl}-1-[2-(5-methyl-1H-pyrazol-1-yl)acetyl]pyrrolidine-2-carboxamide FC1CC(N(C1)C(CN1N=CC=C1C)=O)C(=O)NC(C1=CC=CC=C1)C1=NC(=C(C=C1)C(C)C)F